(S)-1-(2-fluoro-4-(2-methylpyridin-4-yl)phenoxy)-2,4-dimethyl-pentan-2-amine FC1=C(OC[C@](CC(C)C)(N)C)C=CC(=C1)C1=CC(=NC=C1)C